N[C@@](CN1CC(C1)OC1=C(C=2O[B-]([C@@H]3C[C@@H]3C2C=C1)(O)O)C(=O)[O-])(C)C(=O)[O-] (2S,4R)-9-[1-[(2R)-2-amino-2-carboxylatopropyl]azetidin-3-yl]oxy-5,5-dihydroxy-6-oxa-5-boranuidatricyclo[5.4.0.02,4]undeca-1(7),8,10-triene-8-carboxylate